OC1CN(C1)C1=NC=2N(C(N(C(C2N1C)=O)CC=1NC2=CC=C(C=C2C1)C)=O)C 8-(3-hydroxyazetidin-1-yl)-3,7-dimethyl-1-((5-methyl-1H-indol-2-yl)methyl)-1H-purine-2,6(3H,7H)-dione